[Br-].CO[Si](CCCOC1=C(C=C(C=C1)O)[P+](C1=CC=C(C=C1)C)(C1=CC=C(C=C1)C)C1=CC=C(C=C1)C)(C)C (2-[3-(methoxydimethylsilyl)propoxy]-5-hydroxyphenyl)tri(p-tolyl)phosphonium bromide